5-[(3S)-3-aminopiperidin-1-yl]Pyridine-2-carboxylic acid methyl ester COC(=O)C1=NC=C(C=C1)N1C[C@H](CCC1)N